N-(1-(1-(2,4-bis(trifluoromethyl)phenyl)ethyl)-1H-pyrazol-4-yl)-5-(pyridin-2-yl)isoxazole-3-carboxamide FC(C1=C(C=CC(=C1)C(F)(F)F)C(C)N1N=CC(=C1)NC(=O)C1=NOC(=C1)C1=NC=CC=C1)(F)F